(E)-3,5-dimethyl-4-((4-(pentyloxy)phenyl)diazenyl)isoxazole CC1=NOC(=C1\N=N\C1=CC=C(C=C1)OCCCCC)C